3-bromo-2-iodoprop-2-enoic acid BrC=C(C(=O)O)I